C(C)(C)(C)OC([C@@H](NC)C(C)C)=O methyl-L-valine tert-butyl ester